C1(=C(C=CC=C1)S(=O)(=O)N1CCCCC1)C 1-(o-tolylsulfonyl)piperidine